bromopropyl-dimethyl-butoxysilane BrCCC[Si](OCCCC)(C)C